6-(2-methoxybenzyl)-5-oxo-1,4,5,6-tetrahydropyrido[3,4-C][1,8]naphthyridine-3(2H)-carboxylic acid tert-butyl ester C(C)(C)(C)OC(=O)N1CC=2C(N(C=3N=CC=CC3C2CC1)CC1=C(C=CC=C1)OC)=O